N=1C=NN2C1C=CC(=C2)C=2C=CN1N=C(N=C(C12)OC)NC1CC(C1)(C)N(C(C)=O)C N-((1r,3r)-3-((5-([1,2,4]triazolo[1,5-a]pyridin-6-yl)-4-methoxypyrrolo[2,1-f][1,2,4]triazin-2-yl)amino)-1-methylcyclobutyl)-N-methylacetamide